5-methyl-6-((2-methylbenzo[d]oxazol-5-yl)methyl)-2-phenyl-3-(piperidin-1-yl)pyrazolo[1,5-a]pyrimidin-7(4H)-one CC=1NC=2N(C(C1CC=1C=CC3=C(N=C(O3)C)C1)=O)N=C(C2N2CCCCC2)C2=CC=CC=C2